tert-butyl 2-benzyl-3,3-dimethylpyrrolidine-1-carboxylate C(C1=CC=CC=C1)C1N(CCC1(C)C)C(=O)OC(C)(C)C